C(CCCC(C(C(=O)O)(CC)C)CC(C)C)C(C(C(=O)O)(C)CC)CC(C)C.BrC1=CC=C(C=C1)CCN1C(=NC2=C1C=CC(=C2)C#N)NC(C2=CC=CC=C2)=O N-(1-(4-bromophenyl-ethyl)-5-cyano-1H-benzo[d]imidazol-2-yl)benzamide butylenedi(2-ethyl-2,5-dimethyl-hexanoate)